2-methylanthracene-9,10-dione CC1=CC=2C(C3=CC=CC=C3C(C2C=C1)=O)=O